N-((1r,4r)-4-((4-((3,4-dichloro-2-fluorophenyl)amino)-7-methoxyquinazolin-6-yl)oxy)cyclohex-yl)acrylamide ClC=1C(=C(C=CC1Cl)NC1=NC=NC2=CC(=C(C=C12)OC1CCC(CC1)NC(C=C)=O)OC)F